NC(C([C@H](CC1=CC=CC=C1)NC(=O)C=1C(=NSC1)C1=CC=CC=C1)=O)=O (S)-N-(4-AMINO-3,4-DIOXO-1-PHENYLBUTAN-2-YL)-3-PHENYLISOTHIAZOLE-4-CARBOXAMIDE